FC1=C(OC2=C(C=C3C=NN(C3=C2)C)C(=O)OC)C=CC(=C1)OCCCOS(=O)(=O)C1=CC=C(C=C1)C methyl 6-[2-fluoro-4-[3-(p-tolylsulfonyloxy)propoxy]phenoxy]-1-methyl-indazole-5-carboxylate